C1(CC1)COC1=C(C=C(C=C1)CC#N)C=1C2=C(C(N(C1)C)=O)NC=C2 [4-(cyclopropylmethoxy)-3-(6-methyl-7-oxo-6,7-dihydro-1H-pyrrolo[2,3-c]pyridin-4-yl)phenyl]acetonitrile